N1CC(C1)OC1=C2C(=NC(=C1)Cl)C1(OCC2)COCC1 4'-(azetidin-3-yloxy)-2'-chloro-4,5,5',6'-tetrahydro-2H-spiro[furan-3,8'-pyrano[3,4-b]pyridine]